Dimethyl phenyl phosphate P(=O)(OC)(OC)OC1=CC=CC=C1